2-[[6-[3-(1,1-Difluoroethyl)phenyl]pyrazolo[4,3-b]pyridin-1-yl]methyl]-5-methyl-1,3,4-oxadiazole FC(C)(F)C=1C=C(C=CC1)C=1C=C2C(=NC1)C=NN2CC=2OC(=NN2)C